COC(=O)C1CCC(CC1)C=1N=NC(=CC1N)C1=C(C=CC(=C1)Cl)F 4-(4-amino-6-(5-chloro-2-fluorophenyl)pyridazin-3-yl)cyclohexane-1-carboxylic acid methyl ester